tert-butyl (4-(4-(4-(((3R,4R)-1-(2-cyanoacetyl)-4-methylpiperidin-3-yl)(methyl)amino)-7H-pyrrolo[2,3-d]pyrimidine-7-carboxamido)phenoxy)butyl)carbamate C(#N)CC(=O)N1C[C@@H]([C@@H](CC1)C)N(C=1C2=C(N=CN1)N(C=C2)C(=O)NC2=CC=C(OCCCCNC(OC(C)(C)C)=O)C=C2)C